4-(3,5-dichlorobenzyl)piperidine Hydrochloride Salt Cl.ClC=1C=C(CC2CCNCC2)C=C(C1)Cl